(R)-4-(5-(difluoromethyl)-1,3,4-thiadiazol-2-yl)-2-methyl-N-(1-methylcyclopropyl)-8-(2-methylpiperazin-1-yl)quinazoline-6-sulfonamide FC(C1=NN=C(S1)C1=NC(=NC2=C(C=C(C=C12)S(=O)(=O)NC1(CC1)C)N1[C@@H](CNCC1)C)C)F